2-(4,6-dimethylpyrazolo[1,5-a]pyrazin-2-yl)-7-[(8aS)-hexahydropyrrolo[1,2-a]pyrazin-2(1H)-yl]-4H-pyrido[1,2-a]pyrimidin-4-one CC=1C=2N(C=C(N1)C)N=C(C2)C=2N=C1N(C(C2)=O)C=C(C=C1)N1C[C@H]2N(CC1)CCC2